C(C(=O)O)=CC=CC=CC=CCCCCCCCCCCC s-Eicosatetraenoic acid